ethyl ortho-silicate [Si](OCC)([O-])([O-])[O-]